(R)-4-(2-chloro-4-fluorophenyl)-7-((1-oxo-1-(4-(2,2,2-trifluoroethyl)piperazin-1-yl)propan-2-yl)oxy)isoquinolin-1(2H)-one ClC1=C(C=CC(=C1)F)C1=CNC(C2=CC(=CC=C12)O[C@@H](C(N1CCN(CC1)CC(F)(F)F)=O)C)=O